CC1(N2CCC([C@@H]1O)CC2)C (S)-2,2-dimethylquinuclidin-3-ol